O1CCC(CC1)CN tetrahydro-2H-pyran-4-ylmethylamine